FC1=C(C(=CC=C1)F)CC(=O)C1=CC(=CC(=C1)OC)OC 2-(2,6-difluorophenyl)-1-(3,5-dimethoxyphenyl)ethanone